5-bromo-3-(2-methylpyridin-4-yl)-1-(tetrahydro-2H-pyran-2-yl)-1H-indazole BrC=1C=C2C(=NN(C2=CC1)C1OCCCC1)C1=CC(=NC=C1)C